C[Si](CCOCN1N=CC2=CC=C(C=C12)C#N)(C)C 1-((2-(trimethylsilyl)ethoxy)methyl)-1H-indazole-6-carbonitrile